6-{[6,7-bis(methyloxy)quinolin-4-yl]oxy}-5-fluoro-N-{2-[3-(trifluoromethyl)phenyl]ethyl}-1,3-benzothiazol-2-amine COC=1C=C2C(=CC=NC2=CC1OC)OC1=CC2=C(N=C(S2)NCCC2=CC(=CC=C2)C(F)(F)F)C=C1F